[(2S,3R,4R,5S)-2-methyl-4,5,6-tri(propanoyloxy)tetrahydropyran-3-yl]propanoate C[C@@H]1OC([C@H]([C@@H]([C@@H]1OC(CC)=O)OC(CC)=O)OC(CC)=O)OC(CC)=O